C(C)(C)C1=NC2=C(C=CC=C2C(N1)=O)C 2-isopropyl-8-methyl-quinazolin-4(3H)-one